1-(4-((3S,4S)-3-cyclopentyl-7-hydroxyisochroman-4-yl)phenyl)piperidine-4-carbaldehyde C1(CCCC1)[C@@H]1OCC2=CC(=CC=C2[C@@H]1C1=CC=C(C=C1)N1CCC(CC1)C=O)O